C(=O)(O)C(C(C)C1(C2=CC=CC=C2C=2C=CC=CC12)C(C(C)C(=O)O)C)C 9,9-bis(2-carboxy-1-methylpropyl)fluorene